1H,2H,3H-cyclopenta[c]quinolin-4-amine trifluoroacetate FC(C(=O)O)(F)F.C1CCC=2C(=NC=3C=CC=CC3C21)N